4-chloro-N-(4-((1,1-dioxothiomorpholinyl)methyl)phenyl)benzamide ClC1=CC=C(C(=O)NC2=CC=C(C=C2)CN2CCS(CC2)(=O)=O)C=C1